5-Thio-β-D-fructofuranose OC[C@]1(O)[C@@H](O)[C@H](O)[C@H](S1)CO